tertbutyl 3-((2-methoxy-ethyl)carbamoyl)pyrrolidine-1-carboxylate COCCNC(=O)C1CN(CC1)C(=O)OC(C)(C)C